NC=1SC=C(N1)C=1N=NN(C1)[C@@H]1[C@H]([C@@H](SC2=C(C=CC(=C2)Br)C#N)O[C@@H]([C@@H]1O)CO)OC 5-Bromo-2-cyanophenyl 3-[4-(2-aminothiazol-4-yl)-1H-1,2,3-triazol-1-yl]-3-deoxy-2-O-methyl-1-thio-α-D-galactopyranoside